(R)-N-(3-(1-((2-Amino-5-chloropyridin-3-yl)oxy)ethyl)phenyl)isochinolin-6-carboxamid NC1=NC=C(C=C1O[C@H](C)C=1C=C(C=CC1)NC(=O)C=1C=C2C=CN=CC2=CC1)Cl